di(3-phenylsalicyl)copper C1(=CC=CC=C1)C1=C(C(C[Cu]CC=2C(O)=C(C=CC2)C2=CC=CC=C2)=CC=C1)O